[(2R,3S,7S)-7-(6-tert-Butyl-5-methyl-pyrrolo[2,3-b]pyrazin-3-yl)-3-cyclopropyl-azepan-2-yl]methanol C(C)(C)(C)C1=CC=2C(=NC(=CN2)[C@@H]2CCC[C@H]([C@@H](N2)CO)C2CC2)N1C